E-3-[bicyclo[4.2.0]octa-1(6),2,4-trien-3-yl]prop-2-enoic acid C1=2C=C(C=CC2CC1)/C=C/C(=O)O